FC(CC)(F)C1=C(O[C@H](C(=O)O)C)C=CC(=C1)C=C (2S)-2-[2-(1,1-difluoropropyl)-4-ethenylphenoxy]propanoic acid